CN(C(=N)SC)C N,N-dimethyl-(methylsulfanyl)formamidine